NC1=CC=C(C=C1)N1CCCCC1 4-aminophenyl-(piperidine)